C(CCCC\C=C/CC)=O Z-6-nonenal